C(C(CC)O)O 1,2-Butylenglycol